ClC1=C(C(=CC(=C1)C(F)(F)F)Cl)N1N=C(C(=C(C1=O)N1N=C(C=C1)C(F)(F)F)O)CC 2-[2,6-dichloro-4-(trifluoromethyl)phenyl]-6-ethyl-5-hydroxy-4-[3-(trifluoromethyl)-1H-pyrazol-1-yl]pyridazin-3(2H)-one